C1(CC1)N1C=C(C=2C(=NC=CC21)NCC2=C(C=C(C=C2)OC)OC)C2=CC(=C(C=C2)NC(=O)NC2=CC(=NO2)C2(CC2)C(F)(F)F)F 1-(4-(1-cyclopropyl-4-((2,4-dimethoxybenzyl)amino)-1H-pyrrolo[3,2-c]pyridin-3-yl)-2-fluorophenyl)-3-(3-(1-(trifluoromethyl)cyclopropyl)isoxazol-5-yl)urea